FC=1C=C(C=CC1F)C1=CC(=CC=C1C)C1=NN(C=C1CC1=CC=C(C=C1)S(N)(=O)=O)C=1SC=C(N1)C(=O)O 2-(3-(3',4'-difluoro-6-methyl-[1,1'-biphenyl]-3-yl)-4-(4-sulfamoylbenzyl)-1H-pyrazol-1-yl)thiazole-4-carboxylic acid